CC1=NC2=CC=C(C(=C2NC1=O)C)C(N1CCN(CC1)C=1C=CC(=NC1C)C(=O)N)([2H])[2H] 5-(4-((2,5-Dimethyl-3-oxo-4H-quinoxalin-6-yl)methyl-d2)piperazin-1-yl)-6-methylpyridine-2-formamide